4,6,7-trichloro-1-(2-isopropyl-4-(methylthio)pyridin-3-yl)-3-nitro-1,8-naphthyridin-2(1H)-one ClC1=C(C(N(C2=NC(=C(C=C12)Cl)Cl)C=1C(=NC=CC1SC)C(C)C)=O)[N+](=O)[O-]